N-(2-(2-((4-chloro-2,6-difluorobenzyl)amino)-5-oxo-5,7-dihydro-6H-pyrrolo[3,4-b]pyridin-6-yl)ethyl)acetamide ClC1=CC(=C(CNC2=CC=C3C(=N2)CN(C3=O)CCNC(C)=O)C(=C1)F)F